5-(4-bromo-6-fluoro-2-(4-methoxybenzyl)-2H-indazol-7-yl)-1,2,5-thiadiazolidin-3-one 1,1-dioxide BrC=1C2=CN(N=C2C(=C(C1)F)N1CC(NS1(=O)=O)=O)CC1=CC=C(C=C1)OC